OC(C)C1=CC(=C(C=N1)C=1C=2N(C3=C(C1)N=C(S3)NC(=O)C3CC3)N=CN2)C N-(5-(6-(1-hydroxyethyl)-4-methylpyridin-3-yl)thiazolo[4,5-e][1,2,4]triazolo[1,5-a]pyridin-2-yl)cyclopropanecarboxamide